E-12-pentadecenyl acetate C(C)(=O)OCCCCCCCCCCC\C=C\CC